CC=1NC2=CC=C(C=C2C1C)Cl 2,3-dimethyl-5-chloroindole